S-benzyl-isothiourea C(C1=CC=CC=C1)SC(N)=N